C1(CC1)CONC(=O)[C@H]1N2C(N([C@H](C=C1C)C2)O[C@H](C(=O)OCC)F)=O ethyl (2S)-2-[[(2S,5R)-2-(cyclopropylmethoxy-carbamoyl)-3-methyl-7-oxo-1,6-diazabicyclo[3.2.1]oct-3-en-6-yl] oxy]-2-fluoroacetate